3-(3,3-difluoroazetidin-1-yl)thiophene-2-carbaldehyde FC1(CN(C1)C1=C(SC=C1)C=O)F